Glucose pentakis(3,4-dihydroxy-5-((3,4,5-trihydroxybenzoyl)oxy)benzoate) OC=1C=C(C(=O)O[C@@H](C=O)[C@@H](OC(C2=CC(=C(C(=C2)OC(C2=CC(=C(C(=C2)O)O)O)=O)O)O)=O)[C@H](OC(C2=CC(=C(C(=C2)OC(C2=CC(=C(C(=C2)O)O)O)=O)O)O)=O)[C@H](OC(C2=CC(=C(C(=C2)OC(C2=CC(=C(C(=C2)O)O)O)=O)O)O)=O)COC(C2=CC(=C(C(=C2)OC(C2=CC(=C(C(=C2)O)O)O)=O)O)O)=O)C=C(C1O)OC(C1=CC(=C(C(=C1)O)O)O)=O